4H,5H-thieno[3,2-c]pyridine-7-carboximidamide S1C=CC=2CNC=C(C21)C(N)=N